C(C)C1(COC1)COCC1=CC=C(C=C1)COCC1(COC1)CC 1,4-Bis[(3-ethyl-3-oxetanyl)methoxymethyl]benzol